3-(5-((4-(4-bromobenzyl)-1H-1,2,3-triazol-1-yl)methyl)-1-oxoisoindolin-2-yl)piperidine-2,6-dione BrC1=CC=C(CC=2N=NN(C2)CC=2C=C3CN(C(C3=CC2)=O)C2C(NC(CC2)=O)=O)C=C1